C1CC12CCN(CC2)C=2C=C(C=CC2C=2N=CN(C2)C2=NC(=NC(=C2)C)N2CCC(CC2)(F)F)NS(=O)(=O)CCO N-(3-{6-azaspiro[2.5]octane-6-yl}-4-{1-[2-(4,4-difluoropiperidin-1-yl)-6-Methylpyrimidin-4-yl]-1H-imidazol-4-yl}phenyl)-2-hydroxyethane-1-sulfonamide